3-[(5-fluoropyrimidin-2-yl)amino]-N-[1-[2-[methyl-[2-(4-methylphenoxy)ethyl]amino]-2-oxo-ethyl]pyrazol-4-yl]bicyclo[1.1.1]pentane-1-carboxamide FC=1C=NC(=NC1)NC12CC(C1)(C2)C(=O)NC=2C=NN(C2)CC(=O)N(CCOC2=CC=C(C=C2)C)C